3-Methyl-4-(4-(trifluoromethyl)phenyl)pyrrolo[1,2-a]quinoxaline CC=1C=CN2C1C(=NC1=CC=CC=C21)C2=CC=C(C=C2)C(F)(F)F